O=C1NC(CCC1N1C(C2=CC=CC(=C2C1=O)NC(=O)C=1C=NC=CC1)=O)=O N-(2-(2,6-dioxo(3-piperidyl))-1,3-dioxoisoindolin-4-yl)-3-pyridylcarboxamide